BrC1=CC=C(C=C1)C1=NN(C2=C1C=NC=1C=CC=CC21)C2=CC(=C(C=C2)C)C 3-(4-bromophenyl)-1-(3,4-dimethylphenyl)-1H-pyrazolo[4,3-c]quinoline